SSCCNC(CCNC([C@@H](C(COP(OP(OC[C@@H]1[C@H]([C@H]([C@@H](O1)N1C=NC=2C(N)=NC=NC12)O)OP(=O)(O)O)(=O)O)(=O)O)(C)C)O)=O)=O sulfhydryl-coenzyme A